O1C=2N(CC1)N=C(C2)CN2C(C1=CC=C(C=C1C=N2)S(=O)(=O)C=2N=C(SC2)C(C)OC)=O 2-((2,3-dihydropyrazolo[5,1-b]oxazol-6-yl)methyl)-6-((2-(1-methoxyethyl)thiazol-4-yl)sulfonyl)phthalazin-1(2H)-one